[Cl-].[Cl-].C[Si](=[Zr+2](C1C(=CC2=C(C=C(C=C12)C)C1=CC(=CC(=C1)C)C)C)C1C(=CC2=C(C(=C(C=C12)C(C)(C)C)OC)C1=CC(=CC(=C1)C)C)C)C trans-dimethylsilanediyl-[2-methyl-4-(3,5-dimethylphenyl)-5-methoxy-6-tert-butylinden-1-yl][2,6-dimethyl-4-(3,5-dimethylphenyl)inden-1-yl]zirconium dichloride